(2S,5R)-N'-(furan-2-ylcarbonyl)-7-oxo-6-(sulfooxy)-1,6-diazabicyclo[3.2.1]octane-2-carbohydrazide O1C(=CC=C1)C(=O)NNC(=O)[C@H]1N2C(N([C@H](CC1)C2)OS(=O)(=O)O)=O